[3-(2-azaspiro[3.3]heptan-6-yloxy)phenyl]-imino-oxo-(trifluoromethyl)-λ6-sulfane C1NCC12CC(C2)OC=2C=C(C=CC2)S(C(F)(F)F)(=O)=N